4,4,4-trifluoro-3-oxobutanoate FC(C(CC(=O)[O-])=O)(F)F